[Ce].[Mo].[Eu].[Sm].[Nd].[La] lanthanum neodymium samarium europium molybdenum cerium